3-amino-4-[5,7-difluoro-1-(oxan-2-yl)indazol-4-yl]-6-methyl-1H-1,7-phenanthrolin-2-one NC=1C(NC2=C3C=CC=NC3=C(C=C2C1C1=C2C=NN(C2=C(C=C1F)F)C1OCCCC1)C)=O